8-[1-(oxetan-3-yl)-1H-pyrazolo[3,4-b]pyrazin-6-yl]-2-[4-(trifluoromethyl)pyrimidin-2-yl]-2,8-diazaspiro[4.5]decan-3-one O1CC(C1)N1N=CC=2C1=NC(=CN2)N2CCC1(CC(N(C1)C1=NC=CC(=N1)C(F)(F)F)=O)CC2